(R)-8-((tert-butyldiphenylsilyl)oxy)-3-hydroxyoctanoic acid tert-butyl ester C(C)(C)(C)OC(C[C@@H](CCCCCO[Si](C1=CC=CC=C1)(C1=CC=CC=C1)C(C)(C)C)O)=O